CC1NCC(NC1)C 2,5-Dimethylpiperazine